[Pt].C(#C)C=1CCC(=C(CCC1C)C)C#C bis(ethynyl)(1,6-dimethyl-1,5-cyclooctadiene) platinum